5-amino-1,1-dioxo-1,2-benzothiazol-3-one NC=1C=CC2=C(C(NS2(=O)=O)=O)C1